ClC1=CC=C(C(=N1)C(=O)N)O[C@H](C)C=1C=C(C=C2C(C(=C(OC12)C1=CC2=CN(N=C2C(=C1)C#N)C)C)=O)C 6-Chloro-3-[(1R)-1-[2-(7-cyano-2-methyl-indazol-5-yl)-3,6-dimethyl-4-oxo-chromen-8-yl]ethoxy]pyridine-2-carboxamide